N-[3-chloro-4-[4-[(3S,4R)-3-hydroxypiperidine-4-carbonyl]piperazine-1-carbonyl]phenyl]-5-[1-(5-methoxy-2-pyridyl)-3-(trifluoromethyl)pyrazol-4-yl]-1-methyl-imidazole-2-carboxamide ClC=1C=C(C=CC1C(=O)N1CCN(CC1)C(=O)[C@H]1[C@@H](CNCC1)O)NC(=O)C=1N(C(=CN1)C=1C(=NN(C1)C1=NC=C(C=C1)OC)C(F)(F)F)C